N-methyl-2-(2-oxo-1,3-oxazinan-3-yl)propenamide CNC(C(=C)N1C(OCCC1)=O)=O